2-Chlorobenzhydryl chloride ClC1=C(C(C2=CC=CC=C2)Cl)C=CC=C1